3-(5-((3,3-difluoropiperidin-4-yl)thio)-1-oxoisoindolin-2-yl)piperidine-2,6-dione FC1(CNCCC1SC=1C=C2CN(C(C2=CC1)=O)C1C(NC(CC1)=O)=O)F